[1-[3-methoxy-1-[(1R,2R)-2-[[(2R,4R)-2-(trifluoromethyl)chroman-4-yl]carbamoyl]cyclopropyl]propyl]-4,4-dimethyl-6-oxo-hexahydropyrimidin-2-ylidene]ammonium COCCC([C@H]1[C@@H](C1)C(N[C@@H]1C[C@@H](OC2=CC=CC=C12)C(F)(F)F)=O)N1C(NC(CC1=O)(C)C)=[NH2+]